O[C@H]1CN(C(C=2N(C1)N=C1C2CN([C@@H](C1)C)C(=O)OC(C)(C)C)=O)C tert-Butyl (3R,8S)-8-hydroxy-3,10-dimethyl-11-oxo-1,3,4,7,8,9,10,11-octahydro-2H-pyrido-[4',3':3,4]pyrazolo[1,5-a][1,4]diazepine-2-carboxylate